CN1C(C=2C=C3C(=CC2CC1)OCO3)O 6-methyl-7,8-dihydro-5H-[1,3]dioxolo[4,5-g]isoquinolin-5-ol